2-[[2-bromo-4-(difluoromethyl)imidazol-1-yl]methyl]-5-chloro-3-fluoro-pyridine BrC=1N(C=C(N1)C(F)F)CC1=NC=C(C=C1F)Cl